(R)-7-(3,5-dimethyl-isoxazol-4-yl)-8-methoxy-1-(1-(pyridin-2-yl)ethyl)-1,3-dihydro-2H-imidazo[4,5-c]quinolin-2-one CC1=NOC(=C1C=1C(=CC=2C3=C(C=NC2C1)NC(N3[C@H](C)C3=NC=CC=C3)=O)OC)C